(2S)-2-[(methylsulfonyloxy)methyl]morpholine-4-carboxylic acid tert-butyl ester C(C)(C)(C)OC(=O)N1C[C@H](OCC1)COS(=O)(=O)C